tert-Butyl(2-(2-((4-((4-((2-(methylcarbamoyl)phenyl)amino)-5-(trifluoromethyl)pyrimidin-2-yl)amino)benzyl)amino)pyrimidin-4-yl)ethyl)carbamate C(C)(C)(C)OC(NCCC1=NC(=NC=C1)NCC1=CC=C(C=C1)NC1=NC=C(C(=N1)NC1=C(C=CC=C1)C(NC)=O)C(F)(F)F)=O